N-[1-(1H-1,2,4-triazol-3-yl)cyclopropyl]carbamic acid tert-butyl ester C(C)(C)(C)OC(NC1(CC1)C1=NNC=N1)=O